C(CCC)N=CC1=C(C=C(C=C1)Cl)OC N-butyl-1-(4-chloro-2-methoxy-phenyl)methanimine